ClC1=C(C=CC=C1)[C@@H](CC)OC1=NC(=NC=C1)C(=O)N[C@H](C)\C=C\S(=O)(=O)C ((R)-1-(2-chlorophenyl)propoxy)-N-((R,E)-4-(methylsulfonyl)but-3-en-2-yl)pyrimidine-2-carboxamide